BrC=1C=C(C(=NC1)C1=CC2=NC=C(C=C2N1)C(F)(F)F)S(=O)(=O)CC 5-bromo-3-(ethylsulfonyl)-2-[6-(trifluoromethyl)-1H-pyrrolo[3,2-b]pyridin-2-yl]pyridine